C(C1=CC=CC=C1)NC(=O)C=1SC(=NN1)CCCCC=1N=NC(=CC1)NC([C@H](C1=CC=CC=C1)O)=O N-benzyl-5-(4-{6-[(2S)-2-hydroxy-2-phenylacetamido]pyridazin-3-yl}butyl)-1,3,4-thiadiazole-2-carboxamide